C1(=CC=CC=C1)C1=C(C(=NN=N1)C=1C(=C(C=CC1)C1=CC=CC=C1)C1=C(C=CC=2SC3=C(C21)C=CC=C3)C3=C(C(=CC=2C1=CC=CC=C1CC32)C)C)C3=CC=CC=C3 (diphenyltriazinyl)[(dimethylfluorenyl)dibenzothiophenyl]biphenyl